tert-butyl ((2-(6-chloro-4-(3,3-difluoro-1-(4-methyl-4H-1,2,4-triazol-3-yl)cyclobutyl)pyridin-2-yl)-3-oxo-7-(trifluoromethyl)isoindolin-5-yl)methyl)(1-methylcyclobutyl)carbamate ClC1=CC(=CC(=N1)N1CC2=C(C=C(C=C2C1=O)CN(C(OC(C)(C)C)=O)C1(CCC1)C)C(F)(F)F)C1(CC(C1)(F)F)C1=NN=CN1C